1-[4-(benzylamino)-8-methoxy-quinazolin-2-yl]-2-methyl-indole-4-carbonitrile C(C1=CC=CC=C1)NC1=NC(=NC2=C(C=CC=C12)OC)N1C(=CC=2C(=CC=CC12)C#N)C